N-((1R,2R)-1-(2,3-dihydrobenzo[b][1,4]dioxin-6-yl)-1-hydroxy-3-(pyrrolidin-1-yl)propan-2-yl)-1-(1-methyl-1H-indazol-6-yl)pyrrolidine-3-carboxamide O1C2=C(OCC1)C=C(C=C2)[C@H]([C@@H](CN2CCCC2)NC(=O)C2CN(CC2)C2=CC=C1C=NN(C1=C2)C)O